tert-Butyl 2-[4-[5-[2-[tert-butyl(dimethyl)silyl]oxy-1-(5-fluoro-2-pyridyl)ethoxy]-3-cyano-imidazo[1,2-a]pyridin-7-yl]-5-methyl-triazol-1-yl]-7-azaspiro[3.5]nonane-7-carboxylate [Si](C)(C)(C(C)(C)C)OCC(OC1=CC(=CC=2N1C(=CN2)C#N)C=2N=NN(C2C)C2CC1(C2)CCN(CC1)C(=O)OC(C)(C)C)C1=NC=C(C=C1)F